N-(7-methoxy-2,3-diphenyl-6-(quinolin-6-yl)pyrazolo[1,5-a]pyrimidin-5-yl)acetamide COC1=C(C(=NC=2N1N=C(C2C2=CC=CC=C2)C2=CC=CC=C2)NC(C)=O)C=2C=C1C=CC=NC1=CC2